NC(C([C@H](CC1=CC=CC=C1)NC(C1=C(C(=CC=C1C(F)(F)F)Cl)F)=O)=O)=O (S)-N-(4-amino-3,4-dioxo-1-phenylbutan-2-yl)-3-chloro-2-fluoro-6-(trifluoromethyl)benzamide